C(#N)N1C[C@H](CC1)C(=O)NC=1SC(=CN1)C1=CC=C(C=C1)C(NC)=O (S)-1-cyano-N-(5-(4-(methylcarbamoyl)phenyl)thiazol-2-yl)pyrrolidine-3-carboxamide